2-methyl-glutaric acid diammonium salt [NH4+].[NH4+].CC(C(=O)[O-])CCC(=O)[O-]